[N+](=O)([O-])C1=C(C(=O)C2C(CCCC2=O)=O)C=CC(=C1)OS(=O)(=O)C 2-(2'-nitro-4'-methylsulphonyloxybenzoyl)-1,3-cyclohexanedione